FC1(CN(CC1OCC1CN(CCO1)C)C=1C=2N(C=CN1)N=C(C2)C=2C(NC(NC2)=O)=O)F 5-[4-[3,3-Difluoro-4-[(4-methylmorpholin-2-yl)methoxy]pyrrolidin-1-yl]pyrazolo[1,5-a]pyrazin-2-yl]-1H-pyrimidine-2,4-dione